monohexyl phosphinate [PH2](OCCCCCC)=O